IC1=C(C(=CC=C1)C)C 1-iodo-2,3-xylene